4-(4-(6-acryloyl-2,6-diazaspiro[3.3]heptane-2-yl)phenyl)-6-(1-(3-cyanopropyl)-1H-pyrazol-4-yl)pyrazolo[1,5-a]pyridine-3-carbonitrile C(C=C)(=O)N1CC2(CN(C2)C2=CC=C(C=C2)C=2C=3N(C=C(C2)C=2C=NN(C2)CCCC#N)N=CC3C#N)C1